N-ethyl-4,5,6,7-tetrahydro-2-benzothiophen-5-amine C(C)NC1CC=2C(=CSC2)CC1